ClC1=C(C(=O)N2CC(C2)CN2N=C(C=CC2=O)N2N=C(C=C2C)C)C=CC(=C1)Cl 2-[[1-(2,4-dichlorobenzoyl)azetidin-3-yl]methyl]-6-(3,5-dimethylpyrazol-1-yl)pyridazin-3-one